N1=C(C=CC=C1)C(C)O 1-(2-pyridyl)ethanol